ClCOP(OC(C)(C)C)(OC(C)(C)C)=O chloromethyl-bis(2-methylpropan-2-yl)phosphoric acid